(S)-Piperidin-3-yl(4-(5-(trifluoromethyl)pyrimidin-2-yl)piperazine-1-yl)methanone hydrochloride Cl.N1C[C@H](CCC1)C(=O)N1CCN(CC1)C1=NC=C(C=N1)C(F)(F)F